5-(3-carboxymethylethoxy-phenyl)-2-(4-sulfophenyl)-2H-tetrazolium C(=O)(O)CC(C)OC=1C=C(C=CC1)C=1N=NN([NH+]1)C1=CC=C(C=C1)S(=O)(=O)O